(1H-indol-3-yl)-5-(1-methyl-1H-pyrazol-4-yl)isoindoline-2-carboxamide N1C=C(C2=CC=CC=C12)C1N(CC2=CC(=CC=C12)C=1C=NN(C1)C)C(=O)N